Cl.N1=CC(=CC=C1)C1(CCC1)N 1-(pyridin-3-yl)cyclobutan-1-amine-hydrochloride salt